6-hydroxy-5,7,3',4',5'-pentamethoxyl-flavone OC=1C(=C2C(C=C(OC2=CC1OC)C1=CC(=C(C(=C1)OC)OC)OC)=O)OC